tert-butyl (4-bromo-3-fluorobenzyl)(cyclopropyl)carbamate BrC1=C(C=C(CN(C(OC(C)(C)C)=O)C2CC2)C=C1)F